4-(5-(3,4-dimethoxyphenyl)pyridin-3-yl)-1,2-oxaborol-2-ol COC=1C=C(C=CC1OC)C=1C=C(C=NC1)C=1CB(OC1)O